(S)-7a-methyltetrahydro-1H-pyrrolizine-1,3(2H)-dione C[C@]12CCCN2C(CC1=O)=O